IC1=CC=C(OC2CCN(CC2)C=2C=CC=3N(C2)N=CC3C#N)C=C1 6-(4-(4-iodophenoxy)piperidin-1-yl)pyrazolo[1,5-a]pyridine-3-carbonitrile